7-fluoro-8-methyl-3-(3-(cis-3-methyl-1-(4-methyl-4H-1,2,4-triazol-3-yl)cyclobutyl)phenyl)-6-(((1-methylcyclobutyl)amino)methyl)-4H-chromen-4-one FC1=C(C=C2C(C(=COC2=C1C)C1=CC(=CC=C1)C1(CC(C1)C)C1=NN=CN1C)=O)CNC1(CCC1)C